CN1N=C(C=C1)C=1C=C(C=CC1NC(C)S(=O)(=O)N)C1=CC(=CC=C1)C(F)(F)F (3-(1-methyl-1H-pyrazol-3-yl)-3'-(trifluoromethyl)-[1,1'-biphenyl-4-yl]amino)ethane-1-sulfonamide